FC(C=1C=CC=2N(C1)C=C(N2)CNC(=O)C2=CC=C1N=CC=3N(C1=C2)C=NC3)(F)F N-[[6-(trifluoromethyl)imidazo[1,2-a]pyridin-2-yl]methyl]imidazo[1,5-a]quinoxaline-8-carboxamide